C1=NC=CC2=C(C=CC=C12)NC(=O)C=1CNCC1C1=CC=CC=C1 N-(isoquinolin-5-yl)-4-phenyl-2,5-dihydro-1H-pyrrole-3-carboxamide